3-((5-(1-(2,2-difluoroethyl)-2-methyl-1H-imidazo[4,5-b]pyridin-6-yl)pyrrolo[2,1-f][1,2,4]triazin-2-yl)amino)-1-methylcyclobutane-1-ol FC(CN1C(=NC2=NC=C(C=C21)C=2C=CN1N=C(N=CC12)NC1CC(C1)(O)C)C)F